[K+].S(=O)(=O)([O-])OCCCCCCCCCCCCCCCC hexadecanol sulfate potassium salt